(6-(4-(tert-Butyl)phenoxy)-2-azaspiro[3.3]heptan-2-yl)((1s,3s)-3-hydroxy-3-methylcyclobutyl)methanone C(C)(C)(C)C1=CC=C(OC2CC3(CN(C3)C(=O)C3CC(C3)(C)O)C2)C=C1